C(CCCCCC(C)C)(=O)OCCCCCCCCCCC(C)C Isotridecyl isononanate